COP(O)(=O)CCC(=O)O methyl-(2-carboxyethyl)phosphonic acid